N-[5-[[2-(7-azaspiro[3.3]heptan-7-yl)acetyl]amino]-2-methyl-3-pyridyl]-6-(1-tetrahydrofuran-3-ylpyrazol-4-yl)triazolo[1,5-a]pyridine-3-carboxamide C1CCC12CCN2CC(=O)NC=2C=C(C(=NC2)C)NC(=O)C=2N=NN1C2C=CC(=C1)C=1C=NN(C1)C1COCC1